3-(2-hydroxy-2,2-diphenylacetoxy)spiro[bicyclo[3.2.1]octane-8,1'-pyrrolidin]-8-ium triflate [O-]S(=O)(=O)C(F)(F)F.OC(C(=O)OC1CC2CCC(C1)[N+]21CCCC1)(C1=CC=CC=C1)C1=CC=CC=C1